C(C)(=O)OCC(CO)(CO)COC(C)=O 2,2-Bis[(acetyloxy)methyl]-propan-1,3-diol